C=12C=3C=CC=C(C3OC2=CC=CC1)C1=CC=C(C=C1)NC=1C=CC=C2C=3C=CC=CC3C3(C12)C1=CC=CC=C1C=1C=CC=CC13 N-(4-{8-oxatricyclo[7.4.0.02,7]trideca-1(13),2(7),3,5,9,11-hexaen-6-yl}phenyl)-9,9'-spirobi[fluoren]-8-amine